1-((2S,4S)-4-(4-amino-3-((6-chloro-1-ethyl-1H-benzo[d]imidazol-5-yl)ethynyl)-1H-pyrazolo[3,4-d]pyrimidin-1-yl)-2-methylpyrrolidin-1-yl)prop-2-en-1-one NC1=C2C(=NC=N1)N(N=C2C#CC2=CC1=C(N(C=N1)CC)C=C2Cl)[C@H]2C[C@@H](N(C2)C(C=C)=O)C